FC=1C(=C2C(C(=NN(C2=CC1)C1=CC=C(C=C1)OC(F)(F)F)C(=O)O)=O)S(=O)(=O)C 6-fluoro-5-methylsulfonyl-4-oxo-1-[4-(trifluoromethoxy)phenyl]cinnoline-3-carboxylic acid